ClC=1C=C(C=CC1)C1=NN=C(O1)C(=O)OC methyl 5-(3-chlorophenyl)-1,3,4-oxadiazole-2-carboxylate